NC=1OC2=C(C(C1C#N)C=1OC=CC1)C=CC(=C2)N(C)C 2-amino-3-cyano-4-(2-furyl)-7-(dimethylamino)-4H-benzopyran